ethyl 5-(2-aminoethoxy)-1-cyclobutyl-1H-pyrazole-4-carboxylate hydrochloride Cl.NCCOC1=C(C=NN1C1CCC1)C(=O)OCC